C(=O)O.C(C)OC1=NC(=NC=C1C(=O)NC=1C=CC=2N(C1)C=C(N2)C)N2C[C@@H](CC2)NC (R)-4-ethoxy-2-(3-(methylamino)pyrrolidin-1-yl)-N-(2-methylimidazo[1,2-a]pyridin-6-yl)pyrimidine-5-carboxamide formate